3-(3-Fluoro-4-isopropylphenyl)-N-methylcyclobutan-1-amine, trifluoroacetate salt FC(C(=O)O)(F)F.FC=1C=C(C=CC1C(C)C)C1CC(C1)NC